C1(=CC=CC=C1)C(CC(C)=O)=O.C1(=CC=CC=C1)C(CC(C)=O)=O.C1(=CC=CC=C1)C(CC(C)=O)=O.[Fe] iron tris(1-phenylbutane-1,3-dione)